C(#N)[C@H](C[C@H]1C(NCC1)=O)NC(=O)[C@H]1N(CC[C@@H](C1)C)C([C@@H](NC(C(F)(F)F)=O)C(C)(C)C)=O (2S,4S)-N-{(1S)-1-cyano-2-[(3S)-2-oxopyrrolidin-3-yl]ethyl}-4-methyl-1-[3-methyl-N-(trifluoroacetyl)-L-valyl]piperidine-2-carboxamide